1-(((4S,6S)-9-(5-(2-Hydroxypropan-2-yl)pyrazin-2-yl)-8-oxo-7-oxa-9-azadispiro[2.2.46.23]dodecan-4-yl)methyl)-1H-benzo[d]imidazole-6-carbonitrile OC(C)(C)C=1N=CC(=NC1)N1C(O[C@@]2(C[C@@H](C3(CC3)CC2)CN2C=NC3=C2C=C(C=C3)C#N)C1)=O